2-(endo-3-amino-8-aza-bicyclo[3.2.1]octan-8-yl)-5-(4-chloro-2-(2-hydroxy-2-methyl-propyl)-2H-indazol-5-yl)-3-methyl-3,7-dihydro-4H-pyrrolo[2,3-d]pyrimidin NC1CC2CCC(C1)N2C=2N(CC1=C(N2)NC=C1C1=C(C2=CN(N=C2C=C1)CC(C)(C)O)Cl)C